N-(3-((5-(1H-indol-7-yl)-2-((1-methyl-1H-pyrazol-4-yl)amino)pyrimidin-4-yl)amino)-4-fluorophenyl)acrylamide N1C=CC2=CC=CC(=C12)C=1C(=NC(=NC1)NC=1C=NN(C1)C)NC=1C=C(C=CC1F)NC(C=C)=O